C1(CC1)C1=NC=C(C(=O)NC2=NC(=CC=C2[N+](=O)[O-])C2=CC=C(C=C2)F)C=C1 6-cyclopropyl-N-(6-(4-fluorophenyl)-3-nitropyridin-2-yl)nicotinamide